CC(C(C)C)CC[C@@H](C)[C@H]1CC[C@H]2[C@@H]3CCC4C[C@H](CC[C@]4(C)[C@H]3CC[C@]12C)O 24-methylcholestan-3β-ol